O[C@@H]1CN(CCC1)CC=1NC=2C(N(C=C(C2C1)C1CC1)C1=NC(=CC(=C1)C1=C(C=C(C=C1)F)C=1N(C=CN1)C)C1CC1)=O 2-{[(S)-3-hydroxy-1-piperidyl]methyl}-4-cyclopropyl-6-{6-cyclopropyl-4-[4-fluoro-2-(1-methyl-2-imidazolyl)phenyl]-2-pyridyl}-1,6-dihydro-1,6-diaza-7-indenone